FC(C(=O)O)(F)F.NC1CCC(CC1)C(C(=O)N)OC1=CC=C(C=C1)Cl (4-aminocyclohexyl)-2-(4-chlorophenoxy)acetamide 2,2,2-trifluoroacetate